C(C1=CC=CC=C1)OC1=CC=C(C=C1)C=1OC=2C(C1C1=CC=C(C=C1)OCC1=CC=CC=C1)=C(C=C(C2)C)C(=O)O 2,3-bis(4-benzyloxyphenyl)-6-methylbenzofuran-4-carboxylic acid